(R)-benzyl 4-(2-hydroxy-3-mercaptopropyl)-5,6-dihydropyridine-1(2H)-carboxylate O[C@H](CC1=CCN(CC1)C(=O)OCC1=CC=CC=C1)CS